The molecule is an isomer of selinene where the double bond in the octahydronaphthalene ring system is endocyclic (2R,4aR,8aR)-configuration.. It has a role as a plant metabolite. It is a selinene and a member of octahydronaphthalenes. CC1=CCC[C@]2([C@H]1C[C@@H](CC2)C(=C)C)C